FC1=C(C(=O)OC)C=C(C=C1)OC=1C(=C2C=CNC2=CC1F)C methyl 2-fluoro-5-((6-fluoro-4-methyl-1H-indol-5-yl)oxy)benzoate